5-bromo-N-[(4-methoxyphenyl)methyl]-N-methyl-6-[[4-(pentafluoro-lambda6-mercapto)phenyl]methylamino]pyridine-3-sulfonamide BrC=1C=C(C=NC1NCC1=CC=C(C=C1)S(F)(F)(F)(F)F)S(=O)(=O)N(C)CC1=CC=C(C=C1)OC